NC1=CC(=C(C=O)C=C1[N+](=O)[O-])Br 4-AMINO-2-BROMO-5-NITROBENZALDEHYDE